C=CCCC=CC 1,5-Heptadiene